ClC=1C=C(CN2C(C3=C(C=4C=CC=NC24)CCN(C3)C(=O)OC(C)(C)C)=O)C=CC1 tert-butyl 6-(3-chlorobenzyl)-5-oxo-1,4,5,6-tetrahydropyrido[3,4-c][1,8]naphthyridine-3(2H)-carboxylate